N(=[N+]=[N-])CCCCCC(=O)N(CCNC([C@H](CCCCNC(OC(C)(C)C)=O)NC(OC(C)(C)C)=O)=O)CCNC([C@H](CCCCNC(OC(C)(C)C)=O)NC(OC(C)(C)C)=O)=O Tetra-tert-butyl ((5S,5'S)-((((6-azidohexanoyl)azanediyl)bis(ethane-2,1-diyl))bis(azanediyl))bis(6-oxohexane-6,1,5-triyl))tetracarbamate